C(C)(C)(C)OC(=O)N1CCN(CC1)C1=CC=NC2=C(C=C(C=C12)Br)C 4-(6-bromo-8-methylquinolin-4-yl)piperazine-1-carboxylic acid tert-butyl ester